2-methoxyethyl-2-(9-ethyl-9H-carbazol-3-yl)-1H-benzo[D]imidazole-5-carboxylate COCCOC(=O)C1=CC2=C(NC(=N2)C=2C=CC=3N(C4=CC=CC=C4C3C2)CC)C=C1